C(C)(C)(C)OC(=O)N[C@@H](C(=O)N[C@@H](C)C(=O)O)CCC1=CC=C(C=C1)C(F)(F)F ((R)-2-((tert-butoxycarbonyl)amino)-4-(4-(trifluoromethyl)phenyl)butanoyl)-L-alanine